trans-4-(3,4-dihydroisoquinolin-2(1H)-yl)-1-(6-(2-(trifluoromethyl)phenoxy)pyrimidin-4-yl)piperidin-3-ol C1N(CCC2=CC=CC=C12)[C@H]1[C@@H](CN(CC1)C1=NC=NC(=C1)OC1=C(C=CC=C1)C(F)(F)F)O